OC=1C=C(C=CC1O)C1=C(C(=CC2=CC=CC=C12)O)O (3,4-dihydroxyphenyl)-2,3-naphthalenediol